2-Boc-2,7-diazaspiro[4.4]nonane C(=O)(OC(C)(C)C)N1CC2(CC1)CNCC2